FC(OC1=NC=CC(=C1)OC1CN(C1)C=1N=C(C2=C(N1)C(N(C(=N2)C(F)(F)F)C)=O)C2=C(C=C(C#N)C=C2)F)F 4-(2-(3-((2-(difluoromethoxy)pyridin-4-yl)oxy)azetidin-1-yl)-7-methyl-8-oxo-6-(trifluoromethyl)-7,8-dihydropyrimido[5,4-d]pyrimidin-4-yl)-3-fluorobenzonitrile